bromine n-pentyne C#CCCC.[Br]